ClC1=NC(=NC=C1)C1=CN=C2SC(=CN21)C(F)F 5-(4-Chloropyrimidin-2-yl)-2-(difluoromethyl)imidazo[2,1-b]Thiazole